2-((4-cyano-2-fluorobenzyl)oxy)-3',6'-dihydro-[3,4'-bipyridine]-1'(2'H)-carboxylic acid tert-butyl ester C(C)(C)(C)OC(=O)N1CCC(=CC1)C=1C(=NC=CC1)OCC1=C(C=C(C=C1)C#N)F